2-{4-(1,1-Difluoroethyl)-2,6-dimethylphenyl}-6-(1-methyl-1H-imidazol-4-yl)-2,5-dihydro-4H-pyrazolo[3,4-d]pyrimidin-4-one FC(C)(F)C1=CC(=C(C(=C1)C)N1N=C2N=C(NC(C2=C1)=O)C=1N=CN(C1)C)C